(S)-5-amino-1-(1-hydroxy-3-(octadecyloxy)propan-2-yl)-1H-imidazole-4-carbonitrile NC1=C(N=CN1[C@@H](CO)COCCCCCCCCCCCCCCCCCC)C#N